rac-(2-(1,2-dihydroxyethyl)pyrimidin-5-yl)carbamic acid benzyl ester C(C1=CC=CC=C1)OC(NC=1C=NC(=NC1)[C@H](CO)O)=O |r|